COC=1C=C(C=CC1)[C@@H]1CN(C[C@@H](C1)NC(=O)C1=NC=CC=C1)C(=O)OC(C)(C)C tert-butyl (3R,5R)-3-(3-methoxyphenyl)-5-(pyridine-2-carbonylamino)piperidine-1-carboxylate